N-(6-methyl-1-oxo-2-propyl-1H-inden-3-yl)-2-oxo-6-(trifluoromethyl)-1,2-dihydropyridine-3-carboxamide CC1=CC=C2C(=C(C(C2=C1)=O)CCC)NC(=O)C=1C(NC(=CC1)C(F)(F)F)=O